N1=CN=C(C2=C1NC=C2)C=2C=CC(=NC2)N2CC1N(C(C2)C1)CC1=CC=C(C=C1)F 3-(5-(7H-pyrrolo[2,3-d]pyrimidin-4-yl)pyridin-2-yl)-6-(4-fluorobenzyl)-3,6-diazabicyclo[3.1.1]heptane